neopentanediol diacrylate CC(C)(COC(=O)C=C)COC(=O)C=C